CC1=NC=CC=C1C=1OC=C(N1)C(=O)NC=1C=C2C(=NC1N1CCCCC1)N=C(S2)N2CCOCC2 2-(2-methylpyridin-3-yl)-N-(2-morpholino-5-(piperidin-1-yl)thiazolo[4,5-b]pyridin-6-yl)oxazole-4-carboxamide